BrC1=CSC2=C1N(C(=C2)C(=O)OC)CC2=CC=C(C=C2)C=2C=NC=CC2 methyl 3-bromo-4-(4-(pyridin-3-yl)benzyl)-4H-thieno[3,2-b]pyrrole-5-carboxylate